2-amino-6-borono-2-(2-(4-(pyrimidin-2-yl)piperazin-1-yl)ethyl)hexanoic acid NC(C(=O)O)(CCCCB(O)O)CCN1CCN(CC1)C1=NC=CC=N1